(2S)-2-(4-(4-(aminomethyl)-1-oxo-8-vinyl-1,2-dihydro-phthalazin-6-yl)-1-methyl-1H-pyrazol-5-yl)-4-chloro-3-fluoro-6-(1-methylcyclopropoxy)benzonitrile NCC1=NNC(C2=C(C=C(C=C12)C=1C=NN(C1C1=C(C#N)C(=CC(=C1F)Cl)OC1(CC1)C)C)C=C)=O